3,5-dichlorobenzyl 4-(4-(5-oxo-4,5-dihydro-1,3,4-oxadiazol-2-yl)piperidine-1-carbonyl)piperidine-1-carboxylate O=C1NN=C(O1)C1CCN(CC1)C(=O)C1CCN(CC1)C(=O)OCC1=CC(=CC(=C1)Cl)Cl